O.O.O.O.C(C(=O)[O-])(=O)[O-].[Mn+2] manganous oxalate tetrahydrate